(±)-alanine CC(C(=O)O)N